N-(2-(7-isopropyloxy-1'-((1s,4s)-4-isopropylcyclohexyl)-3-oxo-1H-spiro[isoquinoline-4,4'-piperidin]-2(3H)-yl)ethyl)aminosulfamide C(C)(C)OC1=CC=C2C(=C1)CN(C(C21CCN(CC1)C1CCC(CC1)C(C)C)=O)CCNNS(=O)(=O)N